C(C)[Si](O)(C1=CC=CC=C1)CCC ethyln-propylphenyl-silanol